3,4-dimethylpiperidine CC1CNCCC1C